2-[5-(3-Amino-pyrrolidine-1-carbonyl)-pyridin-2-ylamino]-8-cyclopentyl-6-ethyl-8H-pyrido[2,3-d]pyrimidin-7-one NC1CN(CC1)C(=O)C=1C=CC(=NC1)NC=1N=CC2=C(N1)N(C(C(=C2)CC)=O)C2CCCC2